2,5-dimethylpyrazolo[3,4-b]pyridine CN1N=C2N=CC(=CC2=C1)C